ClC=1C=C(C=CC1)C(C(=O)N1[C@H]([C@H]2[C@@H](C1)CCC2)C(=O)N[C@@H](C[C@H]2C(NCC2)=O)C(CF)=O)(F)F (1R,3aS,6aR)-2-(2-(3-chlorophenyl)-2,2-difluoroacetyl)-N-((S)-4-fluoro-3-oxo-1-((S)-2-oxopyrrolidin-3-yl)butan-2-yl)octahydrocyclopenta[c]pyrrole-1-carboxamide